CN(C1=C(C=CC2=C1N(C=1N=C(C=CC1C2=O)N(C)C2CC(C2)OC)CC(=O)O)C)C 2-(9-(dimethylamino)-2-(((1s,3s)-3-methoxycyclobutyl)(methyl)amino)-8-methyl-5-oxobenzo[b][1,8]naphthyridin-10(5H)-yl)acetic acid